N,N-bis-(trimethylsilyl)aminopropylmethyldiethoxysilane C[Si](N([Si](C)(C)C)CCC[Si](OCC)(OCC)C)(C)C